NCCC(=O)N1CCC(CC1)N(C)C1=NC=C(N=C1)C1=C(C=C(C=C1)C=1C=NNC1)O 3-amino-1-(4-((5-(2-hydroxy-4-(1H-pyrazol-4-yl)phenyl)pyrazin-2-yl)(methyl)amino)piperidin-1-yl)propan-1-one